C(=O)(O)CCN1C(=O)N(C(=O)N(C1=O)CCC(=O)O)CCC(=O)O 1,3,5-tris(2-carboxyethyl)isocyanuric acid